N[C@@H](CCCNC(N)=N)C(=O)[O-].C[NH+](C)C trimethylammonium argininate